9-fluoro-1-octylnonyl 6-(4-hydroxybutylamino)hexanoate OCCCCNCCCCCC(=O)OC(CCCCCCCCF)CCCCCCCC